ClC=1C=NN(C(C1Cl)=O)[C@@H](C(=O)NC=1C=CC(=C(C1)S(=O)(=O)NCCC=1C=C(C(=O)O)C=CC1)C)C 3-[2-[[5-[[(2R)-2-(4,5-dichloro-6-oxo-pyridazin-1-yl)propanoyl]amino]-2-methyl-phenyl]sulfonylamino]ethyl]benzoic acid